ClC1=C(C(=C2C=NN(C2=C1)C1OCCCC1)B1OC(C(O1)(C)C)(C)C)C 6-chloro-5-methyl-1-(oxan-2-yl)-4-(4,4,5,5-tetramethyl-1,3,2-dioxaborolan-2-yl)-1H-indazole